Di-tert-butyl(((S)-1-(tert-butoxy)-6-(3-(3-ethynylphenyl) ureido)-1-oxohexan-2-yl)carbamoyl)-L-glutamate C(C)(C)(C)[C@](N(C(N[C@H](C(=O)OC(C)(C)C)CCCCNC(=O)NC1=CC(=CC=C1)C#C)=O)C(C)(C)C)(CCC(=O)[O-])C(=O)[O-]